N-(1-(1H-indol-3-yl)hexane-2-yl)-3-methyl-6-(4-methylpiperazin-1-yl)benzo[b]thiophene-2-carboxamide N1C=C(C2=CC=CC=C12)CC(CCCC)NC(=O)C1=C(C2=C(S1)C=C(C=C2)N2CCN(CC2)C)C